Methyl 5-oxo-4,5-dihydropyrrolo[1,2-a]thieno[3,2-e]pyrazine-2-carboxylate O=C1C=2N(C3=C(N1)C=C(S3)C(=O)OC)C=CC2